C(C(=C)C)(=O)OCCC[NH+](C)C N-methacryloyloxypropyl-N,N-dimethylammonium